C(C)S(=O)(=O)C1=CC=C(C=C1)CC(=O)NC1=CC=C(C=C1)C1=NC2=C(N1C(C)C1=CC=C(C=C1)C)C=C(C=C2)C 2-(4-(ethylsulfonyl)phenyl)-N-(4-(6-methyl-1-(1-(p-tolyl)ethyl)-1H-benzo[d]imidazol-2-yl)phenyl)acetamide